C(OC1CC(C1)N1C(=NC=C1)C1CC1)(OC1=CC=C(C=C1)[N+](=O)[O-])=O (1r,3r)-3-(2-cyclopropyl-1H-imidazol-1-yl)cyclobutyl (4-nitrophenyl) carbonate